C(C=C)(=O)N1CC(C1)N1C[C@H](CCC1)NC(=O)NC1=CC=C(C=C1)C1=CC2=C(N=CN=C2N2CCOCC2)N1 (S)-1-(1-(1-acryloylazetidin-3-yl)piperidin-3-yl)-3-(4-(4-morpholino-7H-pyrrolo[2,3-d]pyrimidin-6-yl)phenyl)urea